IC1=CC(=NC(=C1)N1CCOCC1)NC1(COC1)C 4-iodo-N-(3-methyl-oxetan-3-yl)-6-(morpholin-4-yl)pyridin-2-amine